C(C)(C)(C)C1=CC=2C(=NC(=CN2)[C@@H]2CCC[C@@H]([C@@H](N2)CO)OC(C)C)N1C [(2S,3S,7S)-7-(6-tert-butyl-5-methyl-pyrrolo[2,3-b]pyrazin-3-yl)-3-isopropoxy-azepan-2-yl]methanol